4-NONANOLIDE C1(CCC(CCCCC)O1)=O